NCC=1C=NN(C1)CC1=CC2=C(C(=NO2)NS(=O)(=O)C2=CC(=CC=C2)OC)C(=C1)OC N-(6-((4-(aminomethyl)-1H-pyrazol-1-yl)methyl)-4-methoxybenzo[d]isoxazol-3-yl)-3-methoxybenzenesulfonamide